indeneamine succinate C(CCC(=O)O)(=O)O.C1(C=CC2=CC=CC=C12)N